NC1=NC=NN2C1=C(C=C2C2CCN(CC2)C)C2=CC=C(C=C2)C2=C(C(N(C=C2)C2=CC=C(C=C2)F)=O)C(=O)N {4-[4-amino-7-(1-methylpiperidin-4-yl)pyrrolo[2,1-f][1,2,4]triazin-5-yl]phenyl}-1-(4-fluorophenyl)-2-oxo-1,2-dihydropyridine-3-carboxamide